8-fluoro-3-(2-fluorophenyl)-1H-isochromen-1-one FC=1C=CC=C2C=C(OC(C12)=O)C1=C(C=CC=C1)F